(1s,3s)-3-((3-bromo-5-nitropyridin-2-yl)oxy)-N,N-dimethylcyclobutanamine BrC=1C(=NC=C(C1)[N+](=O)[O-])OC1CC(C1)N(C)C